N[C@]1([C@H]([C@H]([C@@H](O1)N1C(N=CN=C1)=O)O)O)CO 4-amino-l-β-D-ribofuranosyl-1,3,5-triazin-2(1H)-one